FC=1C=C(C=C(C1)C1N2C(C3=CC=CC=C13)=CN=C2)CO (3-fluoro-5-(5H-imidazo[5,1-a]isoindol-5-yl)phenyl)methanol